(-)-5-benzyl-5-azaspiro[2.4]heptane-7-ol C(C1=CC=CC=C1)N1CC2(CC2)C(C1)O